COC1=C(CNC2=C3C(=NC(=N2)SC)N(C(N(C3)C3=CC2=CN(N=C2C=C3)C)=O)C3=CC=C(C=C3)OC([2H])([2H])[2H])C=CC(=C1)OC 5-((2,4-dimethoxybenzyl)amino)-1-(4-(methoxy-d3)phenyl)-3-(2-methyl-2H-indazol-5-yl)-7-(methylthio)-3,4-dihydropyrimido[4,5-d]pyrimidin-2(1H)-one